FCCN1N=CC(=C1)C1CC(NCC1)C1=CC=C(C=C1)C(=O)OC 4-(1-(2-fluoroethyl)-1H-pyrazol-4-yl)-2-(4-(methoxycarbonyl)phenyl)piperidine